BrC=1C=2N(C=CC1)N=CC2CCC(=O)OCC ethyl 3-(4-bromopyrazolo[1,5-a]pyridin-3-yl)propanoate